2-ethylhexanoic acid-tertiary-amyl-peroxyester C(C)(C)(CC)OOOC(C(CCCC)CC)=O